[2-[(4-methoxyphenyl)methylsulfanyl]thiazol-5-yl]-morpholino-methanone COC1=CC=C(C=C1)CSC=1SC(=CN1)C(=O)N1CCOCC1